C1(CC2C(CC1)O2)CC[Si](OC)(OC)OC 2-(3,4-Epoxycyclohexyl)-ethyltrimethoxysilane